FC1=CC(=CC=C1)C=C 1-fluoro-3-vinylbenzene